C=1(C(CC(CC1)C(C)C)=O)C Menthen-2-one